2-{[8-(3-methylthiophen-2-yl)-3-oxo-1H,2H,3H-benzo[e]isoindol-2-yl]methyl}prop-2-enamide CC1=C(SC=C1)C=1C=CC2=C(C=3CN(C(C3C=C2)=O)CC(C(=O)N)=C)C1